NC=1C(=NC=C(C1)S(=O)(=O)C1=CC=C(C=C1)OC(F)(F)F)C(=O)NN 3-amino-5-((4-(trifluoromethoxy)phenyl)sulfonyl)picolinohydrazide